FC(CC(C(=O)OCC1=CC=CC=C1)C(=O)OCC1=CC=CC=C1)(F)F Dibenzyl 2-(2,2,2-trifluoroethyl)propanedioate